C(C1=CC=CC=C1)N1C(N(C(=C1C)C)C1=C(C=CC=C1C(C)C)C(C)C)=[Ag-2]Cl 1-benzyl-3-(2,6-diisopropylphenyl)-4,5-dimethyl-imidazol-2-ylidenesilver(I) chloride